2,2-dimethyl-1,3-cyclopentanedione CC1(C(CCC1=O)=O)C